butanediol monolinoleate C(CCCCCCC\C=C/C\C=C/CCCCC)(=O)OC(CCC)O